CC1CCN(CCC1=O)C(=O)OCC1=CC=CC=C1 benzyl 4-methyl-5-oxoazepane-1-carboxylate